5-O-[2-[benzyl (methyl) amino]ethyl] 3-O-methyl 2,6-dimethyl-4-(3-nitrophenyl)-1,4-dihydro-pyridine-3,5-dicarboxylate CC=1NC(=C(C(C1C(=O)OC)C1=CC(=CC=C1)[N+](=O)[O-])C(=O)OCCN(C)CC1=CC=CC=C1)C